(E)-6-(4-ethoxyphenyl)-N'-(2,3,5-trimethoxybenzylidene)pyrazine-2-carbohydrazide tert-butyl-4-hydroxypiperidine-1-carboxylate C(C)(C)(C)OC(=O)N1CCC(CC1)O.C(C)OC1=CC=C(C=C1)C1=CN=CC(=N1)C(=O)N/N=C/C1=C(C(=CC(=C1)OC)OC)OC